8-[2-(cyclopropylmethoxy)-4-(trifluoromethyl)phenoxy]-3-[6-(trifluoromethyl)pyridazin-3-yl]-3-azabicyclo[3.2.1]octane C1(CC1)COC1=C(OC2C3CN(CC2CC3)C=3N=NC(=CC3)C(F)(F)F)C=CC(=C1)C(F)(F)F